N-[[1-[6-(3-cyclopropyl-1,2,4-triazol-1-yl)-2-azaspiro[3.3]heptane-2-carbonyl]azetidin-3-yl]methyl]-4-(trifluoromethyl)benzenesulfonamide C1(CC1)C1=NN(C=N1)C1CC2(CN(C2)C(=O)N2CC(C2)CNS(=O)(=O)C2=CC=C(C=C2)C(F)(F)F)C1